FC1=C(C(=CC=C1O)[N+](=O)[O-])CC(C)=O 1-(2-fluoro-3-hydroxy-6-nitrophenyl)propan-2-one